C1(CC1)CN(C1=NC(=CC2=C1N=C(N=C2)NC2=C(C=CC=C2C)C(C(=O)N)=C)C2=C(C(=CC(=C2Cl)OC)OC)Cl)C 2-((8-((cyclopropylmethyl)(methyl)amino)-6-(2,6-dichloro-3,5-dimethoxyphenyl)pyrido[3,4-d]pyrimidin-2-yl)amino-3-methylphenyl)acrylamide